3-cyclobutyl-1H-pyrazole-5-carboxylic acid C1(CCC1)C1=NNC(=C1)C(=O)O